ClC=1C=C(OC2C(C(C2(C)C)C2=C(C(=O)N)C=CC(=C2)N2CCC(CC2)CN2CCNCC2)(C)C)C=CC1C#N (1r,3r)-3-(3-chloro-4-cyanophenoxy)-2,2,4,4-tetramethylcyclobutyl-4-(4-(piperazin-1-ylmethyl)piperidin-1-yl)benzamide